OCCON1S(C2=C(OC3(C1)CCOCC3)N=CC=C2)(=O)=O (2-hydroxyethoxy)-2,2',3,3',5,6-hexahydrospiro[pyran-4,4'-pyrido[2,3-b][1,4,5]oxathiazepine] 1',1'-dioxide